F[C@@H]1C[C@H](N(C1)C(CCC=1C=NC=NC1)=O)C(=O)N[C@H](C1=CC=C(C=C1)C(C)C)C1=CC=CC=C1 (2S,4R)-4-fluoro-N-[(S)-phenyl[4-(propan-2-yl)phenyl]methyl]-1-[3-(pyrimidin-5-yl)propanoyl]pyrrolidine-2-carboxamide